ethyl 4-bromo-5-hydroxy-2-methylbenzofuran-3-carboxylate BrC1=C(C=CC2=C1C(=C(O2)C)C(=O)OCC)O